Cl.C(C)(C)(C)OC(=O)N1[C@@H](C[C@@H](C1)N)CO (2S,4S)-4-amino-2-(hydroxymethyl)pyrrolidine-1-carboxylic acid tert-butyl ester hydrochloride